6-chloro-4-phenyl-2-(piperidin-1-yl)-3-(2H-tetrazol-5-yl)tetrazol Dimethyl-2-bromo-1-methylimidazole-4,5-dicarboxylate CN1C(N(C(=C1C(=O)O)C(=O)O)C)(Br)C.ClC1=CC=CC=C1N1N(N(N=C1)N1CCCCC1)C=1N=NNN1